N-(2-fluoro-2-methylpropyl)-5-(3-fluoropyrazolo[1,5-a]pyridin-5-yl)-7H-pyrrolo[2,3-d]pyrimidin-2-amine FC(CNC=1N=CC2=C(N1)NC=C2C2=CC=1N(C=C2)N=CC1F)(C)C